OC1CC(C2CC2C1)C(=O)OC (±)-methyl 4-hydroxybicyclo[4.1.0]heptane-2-carboxylate